(R)-1-(1-(benzyloxy)propan-2-yl)-4-(4,4,5,5-tetramethyl-1,3,2-dioxaborolan-2-yl)-1H-pyrazole C(C1=CC=CC=C1)OC[C@@H](C)N1N=CC(=C1)B1OC(C(O1)(C)C)(C)C